N-(5-Methoxy-6-(1H-1,2,3-triazol-1-yl)pyridin-3-yl)-1-(chinolin-5-yl)-5-(trifluoromethyl)-1H-pyrazol-4-carboxamid COC=1C=C(C=NC1N1N=NC=C1)NC(=O)C=1C=NN(C1C(F)(F)F)C1=C2C=CC=NC2=CC=C1